C(C)N1C=C(C(C2=CC(=C(C=C12)N1CCN(CC1)C(C)=O)F)=O)C(C=CC1=CC(C(C=C1)=C=O)=C=O)=O 1-ethyl-6-fluoro-7-(4-acetylpiperazin-1-yl)-3-(3,4-dioxomethylencinnamoyl)-quinolin-4(1H)-one